ClC=1C(=C(NC2=NC=NC3=CC(=C(C=C23)N2CCN(C3(CC3)C2)C(C=C)=O)OC)C=CC1)F 1-[7-[4-(3-chloro-2-fluoro-anilino)-7-methoxy-quinazolin-6-yl]-4,7-diazaspiro[2.5]octan-4-yl]prop-2-en-1-one